2-chloro-4-(8-(4-(4-(1-(2-(2,6-dioxopiperidin-3-yl)-1,3-dioxoisoindolin-5-yl)azetidin-3-yl)piperazin-1-yl)benzoyl)-3-methyl-2,8-diazaspiro[4.5]decan-2-yl)benzonitrile ClC1=C(C#N)C=CC(=C1)N1CC2(CC1C)CCN(CC2)C(C2=CC=C(C=C2)N2CCN(CC2)C2CN(C2)C=2C=C1C(N(C(C1=CC2)=O)C2C(NC(CC2)=O)=O)=O)=O